CC1=CC(=C(C=C1)NS(=O)(=O)C1=CC(=CC=C1)C(F)(F)F)C=1OC=CN1 N-[4-methyl-2-(2-oxazolyl)phenyl]-3-(trifluoromethyl)benzenesulfonamide